3-(N-(1-(aziridin-1-yl)butan-2-yl)sulfamoyl)-4-methyl-N,N-dipropylbenzamide N1(CC1)CC(CC)NS(=O)(=O)C=1C=C(C(=O)N(CCC)CCC)C=CC1C